O(C1=CC=CC=C1)C=1C=C(COC(=O)[C@H]2C([C@@H]2C=C(C)C)(C)C)C=CC1 3-Phenoxybenzyl-(1R,3R)-2,2-dimethyl-3-(2-methylprop-1-enyl)cyclopropanecarboxylate